N-[4-[1,5-bis(fluoromethyl)-8-oxabicyclo[3.2.1]octan-3-yl]-2-(4,4-dimethylcyclohexen-1-yl)phenyl]-5-cyano-1H-imidazole-2-carboxamide FCC12CC(CC(CC1)(O2)CF)C2=CC(=C(C=C2)NC(=O)C=2NC(=CN2)C#N)C2=CCC(CC2)(C)C